N1C=C(C2=CC=CC=C12)C=1C2=C(N=C(N1)N1CCOCC1)CN(CC2)C(C=C)=O (4-(1H-indol-3-yl)-2-morpholino-5,8-dihydropyrido[3,4-d]pyrimidin-7(6H)-yl)prop-2-en-1-one